tert-butyl ((1S,2R)-2-(((1-(4-(2,6-dioxopiperidin-3-yl)phenyl)piperidin-4-yl) methyl)(methyl)amino)cyclopentyl)carbamate O=C1NC(CCC1C1=CC=C(C=C1)N1CCC(CC1)CN([C@H]1[C@H](CCC1)NC(OC(C)(C)C)=O)C)=O